C12N(CC(NC1)CC2)CC=2C=CC1=C(C(=NO1)N1C(NC(CC1)=O)=O)C2 1-(5-((2,5-diazabicyclo[2.2.2]octan-2-yl)methyl)benzo[d]isoxazol-3-yl)dihydropyrimidine-2,4(1H,3H)-dione